FC(C1=C(C=CC(=C1)C=1C=NNC1)N1CCC(CC1)CN1C(CCC1)=O)F 1-((1-(2-(difluoromethyl)-4-(1H-Pyrazol-4-yl)phenyl)piperidin-4-yl)methyl)pyrrolidin-2-one